OC[C@H](C[C@H]1C(NCC1)=O)NC([C@H](CC(C)C)NC(=O)C=1NC2=CC=CC(=C2C1)C)=O N-((S)-1-(((S)-1-hydroxy-3-((S)-2-oxopyrrolidin-3-yl)propan-2-yl)amino)-4-methyl-1-oxopentan-2-yl)-4-methyl-1H-indole-2-carboxamide